3-((2-chloro-4-hydroxybenzylidene)amino)-coumarin ClC1=C(C=NC=2C(OC3=CC=CC=C3C2)=O)C=CC(=C1)O